NC1=NC(=CC(=C1)NCCCC)CC1=CC(=CC=C1)CN1CCCC1 2-Amino-4-(butylamino)-6-(3-(pyrrolidin-1-ylmethyl)benzyl)pyridin